ClC1=C(C=C(C=C1)F)[C@@H]1NC(C[C@H]1CNC(C1=CC(=CC(=C1)C(F)(F)F)F)=O)=O N-{[(2R,3S)-2-(2-chloro-5-fluorophenyl)-5-oxopyrrolidin-3-yl]methyl}-3-fluoro-5-(trifluoromethyl)benzamide